BrC1=CC2=C(N(C=N2)C2=CC=C(C(=N2)N2N=C(C=C2C)C#N)CCO)C=C1 1-[6-(5-bromobenzimidazol-1-yl)-3-(hydroxyethyl)-2-pyridyl]-5-methyl-pyrazole-3-carbonitrile